1-Boc-4-chlorosulfonylpiperidine C(=O)(OC(C)(C)C)N1CCC(CC1)S(=O)(=O)Cl